C(CCCCC)OCCC(=O)N(CCCC)CCCC 3-hexyloxy-N,N-dibutylpropanamide